[N+](=O)([O-])C1=CC=C(C(=O)N2CC3=CC=CC(=C3CC2)C(CC(=O)O)C2=CC=C(C=C2)OC)C=C1 3-(2-(4-nitrobenzoyl)-1,2,3,4-tetrahydroisoquinolin-5-yl)-3-(4-methoxyphenyl)propanoic acid